[Mn].[V].OC=1C=C(C2=CC=CC=C2C1)N1CC=2N=C(N=C(C2CC1)N1CCNCC1)OCCN1CCN(CC1)C(C)=O 1-[4-[2-[[7-(3-hydroxy-1-naphthyl)-4-piperazin-1-yl-6,8-dihydro-5H-pyrido[3,4-d]pyrimidin-2-yl]oxy]ethyl]piperazin-1-yl]ethanone vanadium manganese